4-[(2R,3R)-2-(3-methoxy-2-methyl-phenyl)pyrrolidine-3-yl]morpholine hydrochloride Cl.COC=1C(=C(C=CC1)[C@H]1NCC[C@H]1N1CCOCC1)C